3,3,3',3'-tetramethyl-1,1'-spirobi-indane-5,6,7,6',6',7'-hexol CC1(CC2(C3=C(C(=C(C=C13)O)O)O)CC(C1=CCC(C(=C12)O)(O)O)(C)C)C